2-{[(1S)-1-{4-[2-(4-acryloylpiperazin-1-yl)butan-2-yl]phenyl}ethyl]amino}-8-(propan-2-yl)pyrido[2,3-d]pyrimidin-7(8H)-one C(C=C)(=O)N1CCN(CC1)C(C)(CC)C1=CC=C(C=C1)[C@H](C)NC=1N=CC2=C(N1)N(C(C=C2)=O)C(C)C